OC1=CC=C(C=C1)C=C(CC)C1=CC=CC=C1 1-(4-hydroxyphenyl)-2-phenylbut-1-en